OC(C(=O)[O-])CC(C)C alpha-hydroxyisocaproate